OC1OCC(OC1)O 2,5-dihydroxy-1,4-dioxane